FC=1C(=CC=2C3=C(C=NC2C1)N(C(C31CN(C1)C(C)C)=O)C)C=1C=C(C(=NC1)OCCNC(C)C)NS(=O)(=O)C(C)C N-(5-(7'-Fluoro-1-isopropyl-3'-methyl-2'-oxo-2',3'-dihydrospiro[azetidine-3,1'-pyrrolo[2,3-c]quinolin]-8'-yl)-2-(2-(isopropylamino)ethoxy)pyridin-3-yl)propane-2-sulfonamide